FC(C(=O)O)(F)F.N[C@H]1CCCC([C@@H]1C1=C(C2=NC(=CC(=C2S1)NCC=1SC=CC1)Cl)Br)(F)F 2-((1R,6S)-6-amino-2,2-difluorocyclohexyl)-3-bromo-5-chloro-N-(thiophen-2-ylmethyl)thieno[3,2-b]pyridin-7-amine trifluoroacetate